IC1=C(N(N=C1C)C)CN1C[C@@H](CCC1)OC1=C(C=NN1C)C=1C=C2C(=NN(C2=CC1)C1OCCCC1)C#C[Si](C(C)C)(C(C)C)C(C)C 2-[5-[5-[[(3R)-1-[(4-iodo-2,5-dimethyl-pyrazol-3-yl)methyl]-3-piperidyl]oxy]-1-methyl-pyrazol-4-yl]-1-tetrahydropyran-2-yl-indazol-3-yl]ethynyl-triisopropyl-silane